C12CC(CC2C1)N1CCC2=CC(=CC(=C12)F)NC(=O)C=1N=C(OC1CC(F)(F)F)N1CCCC1 N-(1-(bicyclo[3.1.0]hexan-3-yl)-7-fluoroindolin-5-yl)-2-(pyrrolidin-1-yl)-5-(2,2,2-trifluoroethyl)oxazole-4-carboxamide